NC1=CC=C(C=N1)N1CCN(CCC1)C(C)=O 1-(4-(6-Aminopyridin-3-yl)-1,4-diazepan-1-yl)ethan-1-one